BrC(C(=O)C1=C(C(=C(C=C1C)OC)OC)OC)CCCCCCCC bromo-1-(2,3,4-trimethoxy-6-methyl-phenyl)decan-1-one